C1(CC1)C1=NC=CC(=C1)OC 2-cyclopropyl-4-methoxy-pyridine